C(C#C)OC=1C=2C3=C(C(NC3=CC1)=O)C=CC2 6-prop-2-ynoxy-benzo[cd]indol-2-one